CC1=NN=C(O1)C1=CC=C(C(=O)O)C=C1 4-(5-methyl-1,3,4-oxadiazol-2-yl)benzoic acid